FC1=C(C=C2C(C=COC2=C1C)=O)CNCCOC 7-fluoro-6-[(2-methoxyethylamino)methyl]-8-methyl-chromen-4-one